N-Cyclopropylsulfonyl-6-(3-phenylpyrazol-1-yl)-2-[(4S)-2,2,4-trimethylpyrrolidin-1-yl]pyridin-3-carboxamid C1(CC1)S(=O)(=O)NC(=O)C=1C(=NC(=CC1)N1N=C(C=C1)C1=CC=CC=C1)N1C(C[C@@H](C1)C)(C)C